ethyl 4-(4-fluoro-5-hydroxy-6-methoxy-isoindolin-2-yl)-4-oxobutanoate FC1=C2CN(CC2=CC(=C1O)OC)C(CCC(=O)OCC)=O